4-(4-(1-((5-(4-fluorophenoxy)pyridin-2-yl)amino)-1-oxopropan-2-yl)piperazine-1-carbonyl)-2-(trifluoromethyl)pyridine 1-oxide FC1=CC=C(OC=2C=CC(=NC2)NC(C(C)N2CCN(CC2)C(=O)C2=CC(=[N+](C=C2)[O-])C(F)(F)F)=O)C=C1